(1R,3aS,3bS,7S,9aR,9bS,11aR)-1-[(2S,3E)-4-Methoxybut-3-en-2-yl]-9a,11a-dimethyl-2,3,3a,3b,4,6,7,8,9,9a,9b,10,11,11a-tetradecahydro-1H-cyclopenta[1,2-i]phenanthren-7-yl acetate C(C)(=O)O[C@@H]1CC2=CC[C@H]3[C@H]4[C@](CC[C@@H]3[C@]2(CC1)C)([C@H](CC4)[C@H](C)\C=C\OC)C